C(CCC)OC=1OC2=C(C(C1CCC)=O)C=C(C=C2)I 2-butoxy-6-iodo-3-propyl-4H-1-benzopyran-4-one